methylpyridine CC1=CC=CC=N1